C(C=C)(=O)N1CCN(CC1)C1=NC(=NC2=C1N=C(N(C2=O)C2=C1C=NNC1=CC=C2C)C)OC[C@H]2N(CCC2)C (S)-8-(4-acryloylpiperazin-1-yl)-2-methyl-3-(5-methyl-1H-indazol-4-yl)-6-((1-methylpyrrolidin-2-yl)methoxy)pyrimido[5,4-d]Pyrimidin-4(3H)-one